COCCOC1=CC(=NC(=C1)[C@]1(COCC1)OC)N1N=C(C=2C=NC(=CC21)NC(=O)N)C([2H])([2H])[2H] (R)-1-(1-(4-(2-Methoxyethoxy)-6-(3-methoxytetrahydrofuran-3-yl)pyridin-2-yl)-3-(methyl-d3)-1H-pyrazolo[4,3-c]pyridin-6-yl)urea